(S)-2-((S)-1-phenyl-2-(pyridin-2-yl)ethylcarbamoyl)pyrrolidine-1-carboxylic acid tert-butyl ester C(C)(C)(C)OC(=O)N1[C@@H](CCC1)C(N[C@@H](CC1=NC=CC=C1)C1=CC=CC=C1)=O